C(C)OP(=O)(OCC)C1=CC=C(C=C1)CNC=1C2=C(N=CN1)C(=NN2C(=O)OC(C)(C)C)C(=O)OC 1-tert-butyl 3-methyl 7-([[4-(diethoxyphosphoryl)phenyl]-methyl]amino)pyrazolo[4,3-d]pyrimidine-1,3-dicarboxylate